C(C)(C)(C)N(C(O)=O)CC(O)C1=C(C=CC=C1)OC1=C(C=CC(=C1)F)OCC1=CC=CC=C1.ClCC=1C2=CC=CC=C2C(=C2C=CC=CC12)CCl 9,10-dichloromethyl-anthracene tert-butyl-(2-(2-(2-(benzyloxy)-5-fluorophenoxy)phenyl)-2-hydroxyethyl)carbamate